N1C(CC2=CC=CC=C12)CO indolin-2-yl-methanol